COC1=C(C=C(C(=N1)C(=O)N(C)C)C)NC1=NNC2=CC(=CC=C12)[C@@H]1C[C@@]12C(NC1=CC=C(C=C21)OC)=O 6-methoxy-5-({6-[(1R,2S)-5'-methoxy-2'-oxo-1',2'-dihydrospiro[cyclopropane-1,3'-indol]-2-yl]-1H-indazol-3-yl}amino)-N,N,3-trimethylpyridine-2-carboxamide